2-(5-ethyl-3-fluoro-2-methoxyphenyl)-2-((R)-3-((5-(4-methoxy-5,6,7,8-tetrahydro-1,8-naphthyridin-2-yl)pentyl)oxy)pyrrolidin-1-yl)acetic acid C(C)C=1C=C(C(=C(C1)C(C(=O)O)N1C[C@@H](CC1)OCCCCCC1=NC=2NCCCC2C(=C1)OC)OC)F